(R)-1'-(5-Amino-1-(1-(trifluoromethyl)cyclobutyl)-1H-pyrazole-4-carbonyl)-6-chloro-5-fluorospiro[benzo[d][1,3]oxazine-4,3'-piperidin]-2(1H)-one NC1=C(C=NN1C1(CCC1)C(F)(F)F)C(=O)N1C[C@@]2(CCC1)C1=C(NC(O2)=O)C=CC(=C1F)Cl